COCC=1C=CC2=C(N=C(O2)C2(CCN(CC2)C(=O)OC(C)(C)C)C)C1 Tert-Butyl 4-[5-(methoxymethyl)-1,3-benzoxazol-2-yl]-4-methylpiperidine-1-carboxylate